N-(3-cyclopropyl-1-methyl-1H-pyrazolo[3,4-b]pyridin-5-yl)-4-iodo-2-(6-azaspiro[2.5]oct-6-yl)benzamide C1(CC1)C1=NN(C2=NC=C(C=C21)NC(C2=C(C=C(C=C2)I)N2CCC1(CC1)CC2)=O)C